ClC=1C=C(C=CC1)C(C(=O)N1C2CC(C(C1C(=O)NC(CC1C(NCC1)=O)C(CF)=O)CC2)(F)F)(F)F 2-(2-(3-chlorophenyl)-2,2-difluoroacetyl)-5,5-difluoro-N-(4-fluoro-3-oxo-1-(2-oxopyrrolidin-3-yl)butan-2-yl)-2-azabicyclo[2.2.2]octane-3-carboxamide